ethyl-paraben (ethyl para-hydroxybenzoate) C(C)C1=C(C(=O)O)C=CC(=C1)O.C(C)OC(=O)C1=CC=C(O)C=C1